(R)-(3-(4-(2,6-diaminopyrimidin-4-yl)piperazin-2-yl)-4-(trifluoromethyl)phenyl)(morpholino)methanone NC1=NC(=CC(=N1)N1C[C@H](NCC1)C=1C=C(C=CC1C(F)(F)F)C(=O)N1CCOCC1)N